C1(=CC=CC=C1)CCCCNC1=CC=CC(=N1)S(=O)(=O)NC(=O)C=1C(=NC=CC1)N1C(CC(C1)C)(C)C N-[[6-(4-Phenylbutylamino)-2-pyridyl]sulfonyl]-2-(2,2,4-trimethylpyrrolidin-1-yl)pyridin-3-carboxamid